NC1=C(C=2C(=NC=C(C2S1)F)C=1C2=C(C=3C=NC(=NC3C1F)N1[C@H](CCC1)CN(C)C)COC2)C#N 2-Amino-4-(3-((R)-2-((dimethylamino)methyl)pyrrolidin-1-yl)-5-fluoro-7,9-dihydrofuro[3,4-f]quinazolin-6-yl)-7-fluorothieno[3,2-c]pyridine-3-carbonitrile